C(C(C(C(C(C(C(C(C(C([2H])([2H])[2H])([2H])[2H])([2H])[2H])([2H])[2H])([2H])[2H])([2H])[2H])([2H])[2H])([2H])[2H])([2H])[2H])(=O)O decanoic acid-d19